cytidine-5'-triphosphate phosphorus [P+4].P([O-])(=O)(OP(=O)([O-])OP(=O)([O-])[O-])OC[C@@H]1[C@H]([C@H]([C@@H](O1)N1C(=O)N=C(N)C=C1)O)O